(5-(5-bromo-1-tosyl-1H-pyrazolo[3,4-c]Pyridin-3-yl)-2-(4-methylpiperazin-1-yl)pyridin-3-yl)oxypropanol BrC=1C=C2C(=CN1)N(N=C2C=2C=C(C(=NC2)N2CCN(CC2)C)OC(CC)O)S(=O)(=O)C2=CC=C(C)C=C2